tetrabutyl-phosphonium chloride salt [Cl-].C(CCC)[P+](CCCC)(CCCC)CCCC